C(#N)C1(C(CN(CC1)C(=O)OC(C)(C)C)F)O tert-Butyl 4-cyano-3-fluoro-4-hydroxy-piperidine-1-carboxylate